CN1N=C(C=2N=C(N=CC21)NC=2C(=CC=1N(C2)N=CN1)C)C1CCC(CC1)OC(F)F 1-methyl-N-[7-methyl-[1,2,4]triazolo[1,5-a]pyridin-6-yl]-3-[(1s,4s)-4-(difluoromethoxy)cyclohexyl]pyrazolo[4,3-d]pyrimidin-5-amine